N(CC(=O)OCCCCCCCCCC)CC(=O)OCCCCCCCCCC didecyl 2,2'-azanediyldiacetate